FC=1C=C2C(NN=C(C2=CC1F)[C@@H](C)N(C(=O)C=1C=C2CCCC2=CC1)C)=O (R)-N-(1-(6,7-difluoro-4-oxo-3,4-dihydrophthalazin-1-yl)ethyl)-N-methyl-2,3-dihydro-1H-indene-5-carboxamide